OC1=CC(=CC2=C1C(OB2)(C)C)N hydroxy-3,3-dimethyl-2,1-benzoxaborol-6-amine